1-(5-chloropyrimidin-2-yl)-3-(isoquinolin-4-yl)-2-oxoimidazoline-4-carbonitrile ClC=1C=NC(=NC1)N1C(N(C(C1)C#N)C1=CN=CC2=CC=CC=C12)=O